NC1CN(CC1)C1CC(N(C1)C1=CC=C(C=C1)S(=O)(=O)N1CCN(CC1)C1=NC(=CC(=C1)C(F)(F)F)Cl)=O 4-(3-Aminopyrrolidin-1-yl)-1-[4-[4-[6-chloro-4-(trifluoromethyl)-2-pyridyl]piperazin-1-yl]sulfonylphenyl]pyrrolidin-2-one